4-[(4-METHOXYBENZYL)SULPHAMOYL]BENZENEBORONIC ACID COC1=CC=C(CNS(=O)(=O)C2=CC=C(C=C2)B(O)O)C=C1